OC1(CC2(C1)CC(N(CC2)C(=O)OC(C)(C)C)C2=CC=C(C=C2)C(=O)OC)C tert-Butyl 2-hydroxy-6-(4-(methoxycarbonyl)phenyl)-2-methyl-7-azaspiro[3.5]nonane-7-carboxylate